5-(2-{2-[3-(2,6-dimethoxypyridin-3-yl)benzenesulfonamido]phenyl}-ethynyl)pyridine-2-carboxylic acid COC1=NC(=CC=C1C=1C=C(C=CC1)S(=O)(=O)NC1=C(C=CC=C1)C#CC=1C=CC(=NC1)C(=O)O)OC